4-[1-(4-amino-3-methyl-1H-pyrazolo[3,4-d]pyrimidin-1-yl)ethyl]-6-chloro-3-ethoxy-2-{1-[2-methoxy-1-(methoxymethyl)ethyl]azetidin-3-yl}benzonitrile NC1=C2C(=NC=N1)N(N=C2C)C(C)C2=C(C(=C(C#N)C(=C2)Cl)C2CN(C2)C(COC)COC)OCC